methylimino-4-[4-(4,4,5,5-tetramethyl-1,3,2-dioxaborolan-2-yl)pyrazol-1-yl]thiane 1-oxide CN=C1S(CCC(C1)N1N=CC(=C1)B1OC(C(O1)(C)C)(C)C)=O